N-{4-[4-(3-Acryloylamino-phenoxy)-6-amino-pyrimidin-5-yl]-phenyl}-benzamide C(C=C)(=O)NC=1C=C(OC2=NC=NC(=C2C2=CC=C(C=C2)NC(C2=CC=CC=C2)=O)N)C=CC1